C(C)(C)(C)OC(=O)N1C(=C(C2=CC(=CC(=C12)F)F)C1CC(C1)(O)CN)C1=CC=C(C=C1)F 3-[3-(aminomethyl)-3-hydroxy-cyclobutyl]-5,7-difluoro-2-(4-fluorophenyl)indole-1-carboxylic acid tert-butyl ester